C1(=CC=CC=C1)C=1C2=CC=CC=C2C(=C2C=CC=CC12)C1(CC=C(C=C1)C1=CC=CC=C1)C1(C2=CC=CC=C2C=2C=CC=CC12)C1=CC=CC=C1 9-phenyl-10-[4-(9-phenyl-9H-fluoren-9-yl)-biphenyl-4-yl]-anthracene